(S)-3-(2-(3-(4-(2-methoxyethoxy)phenyl)azetidin-1-yl)-2-oxoethyl)pyrrolidine-1-carbonitrile COCCOC1=CC=C(C=C1)C1CN(C1)C(C[C@H]1CN(CC1)C#N)=O